C1(CCC1)C(=O)N1[C@@H](C[C@H](C1)F)CN1CCCC2=C1N=NC(=C2)C2=C(C=C(C=C2C)C(F)(F)F)O cyclobutyl((2S,4R)-4-fluoro-2-((3-(2-hydroxy-6-methyl-4-(trifluoromethyl)phenyl)-6,7-dihydropyrido[2,3-c]pyridazin-8(5H)-yl)methyl)pyrrolidin-1-yl)methanone